ClC=1C=C(C=CC1OC)[C@@H]1CC[C@H](CC1)CN(C(=O)[C@@H]1CC[C@H](CC1)C(=O)OC)C1=CC(=CC=C1)C=1C=NN(C1)C1CC1 trans-Methyl 4-(((trans-4-(3-chloro-4-methoxyphenyl)cyclohexyl)methyl)(3-(1-cyclopropyl-1H-pyrazol-4-yl)phenyl)carbamoyl)cyclohexanecarboxylate